CCCCC\C=C/C\C=C/CCCCCCCCC (6Z,9Z)-nonadeca-6,9-diene